CN(C(C(=O)C1=CC=C(C=C1)N1CCOCC1)(CC)CC1=CC=C(C=C1)C)C 2-dimethylamino-1-(4-morpholinophenyl)-2-(4-methylphenylmethyl)-1-butanone